C12OCC(CC1)(CC2)CO[C@@H]([C@@H](C(=O)OC)NC(=O)OC(=O)N2CC1(CN(C1)C(=O)[C@@H]1C(C1)(C)C)CC2)C (((2S,3R)-3-((2-oxabicyclo[2.2.2]octan-4-yl)methoxy)-1-methoxy-1-oxobutan-2-yl)carbamoyl)-2-((S)-2,2-dimethylcyclopropane-1-carbonyl)-2,6-diazaspiro[3.4]octane-6-carboxylate